NN(C=N)CC(CN(\C=C(\COC1=CC=C(C=C1)C(\C=C\C1=CC=CC=C1)=O)/N)N)(O)C1=C(C=C(C=C1)F)F N-Amino-N-[3-[amino-[(Z)-2-amino-3-[4-[(E)-3-phenylprop-2-enoyl]phenoxy]prop-1-enyl]amino]-2-(2,4-difluorophenyl)-2-hydroxypropyl]methanimidamide